CN(C(=O)C=1C(=NN2C1C=CC(=C2)NC(OC(C)(C)C)=O)C2=CC=CC=C2)C tert-Butyl [3-(dimethylcarbamoyl)-2-phenylpyrazolo[1,5-a]pyridin-6-yl]carbamate